2-(4-chloro-3-fluorophenoxy)-N-(3-(5-cyclobutyl-4,5-dihydroisoxazol-3-yl)bicyclo[1.1.1]pent-1-yl)acetamide ClC1=C(C=C(OCC(=O)NC23CC(C2)(C3)C3=NOC(C3)C3CCC3)C=C1)F